NC1=NC=CC=2N1C(=NC2C2CN(CC2)CC#CC)C2=C(C=C(C(=O)NC1=NC=CC(=C1)C#N)C=C2)C#N 4-(5-amino-1-(1-(but-2-ynyl)pyrrolidin-3-yl)imidazo[1,5-c]pyrimidin-3-yl)-3-cyano-N-(4-cyanopyridin-2-yl)benzamide